[(4-{[(1S,3S)-3-{[4-(6-cyano-1H-pyrrolo[2,3-b]pyridin-3-yl)-5-(trifluoromethyl)pyrimidin-2-yl]amino}cyclopentyl]amino}butyl)(methyl)amino]methanoic acid-2-methylpropan-2-yl ester CC(C)(C)OC(=O)N(C)CCCCN[C@@H]1C[C@H](CC1)NC1=NC=C(C(=N1)C1=CNC2=NC(=CC=C21)C#N)C(F)(F)F